2-((4-aminobenzyl)thio)-4-ethyl-6-(4-methyl-1,4-diazepan-1-yl)pyridine NC1=CC=C(CSC2=NC(=CC(=C2)CC)N2CCN(CCC2)C)C=C1